Methyl 6-oxo-1,6-dihydropyrimidine-5-carboxylate O=C1C(=CN=CN1)C(=O)OC